1-{5-[(1,2-dimethylpiperidin-4-yl)(methyl)amino][1,3]thiazolo[5,4-d][1,3]thiazol-2-yl}-4-(1H-pyrazol-4-yl)pyridin-2(1H)-one CN1C(CC(CC1)N(C=1SC2=C(N1)SC(=N2)N2C(C=C(C=C2)C=2C=NNC2)=O)C)C